BrC1=C(C=CC=C1)S[C@@]1(C[C@H](N(C1)C(=O)[O-])C(=O)OC)C(=O)OC 2,4-dimethyl (2S,4R)-4-((2-bromophenyl)thio)pyrrolidine-1,2,4-tricarboxylate